N1=CN=C(C2=C1NC=C2)N2CCSC(=C2)C(=O)N2CC1=C(CC2)OC(=N1)C (4-(7H-pyrrolo[2,3-d]pyrimidin-4-yl)-3,4-dihydro-2H-1,4-thiazin-6-yl)(2-methyl-6,7-dihydrooxazolo[4,5-c]pyridin-5(4H)-yl)methanone